C[C@@H]1[C@H](CCC1)OC1=CC=CC(=N1)S(=O)(=O)NC(=O)C=1C(=NC=CC1)N1C(CC(C1)C)(C)C N-[[6-[(1S,2S)-2-Methylcyclopentoxy]-2-pyridyl]sulfonyl]-2-(2,2,4-trimethylpyrrolidin-1-yl)pyridin-3-carboxamid